BrC1=C(C=CC=C1F)[C@@H]1C(=C(NC(=N1)C=1SC=CN1)C12C3C4C5(C(C14)C2C53)C(=O)O)C(=O)OC (2S,3S,5S,6S,7S,8S)-4-((S*)-6-(2-bromo-3-fluorophenyl)-5-(methoxycarbonyl)-2-(thiazol-2-yl)-3,6-dihydropyrimidin-4-yl)cubane-1-carboxylic Acid